C(C=C)OC(C=1C(C(=O)OCC=C)=CC=CC1)=O Diallylphthalat